3-(2-Chloro-5-fluorophenyl)-2-(4-methoxybenzyl)-4-nitro-2H-indazole ClC1=C(C=C(C=C1)F)C=1N(N=C2C=CC=C(C12)[N+](=O)[O-])CC1=CC=C(C=C1)OC